2-(2,4-Dichloro-phenyl)-5-hydroxymethyl-1-[4-(4-nitrooxy-but-1-ynyl)-phenyl]-1H-imidazole-4-carboxylic acid morpholin-4-ylamide N1(CCOCC1)NC(=O)C=1N=C(N(C1CO)C1=CC=C(C=C1)C#CCCO[N+](=O)[O-])C1=C(C=C(C=C1)Cl)Cl